C1(=CC(=CC=C1)C1=NC(=NC=C1Cl)NC1CCN(CC1)C(=O)C1CCN(CC1)CC(=O)N1CCC(CC1)OC=1C=C2CN(C(C2=CC1)=O)C1C(NC(CC1)=O)=O)C1=CC=CC=C1 3-(5-((1-(2-(4-(4-((4-([1,1'-biphenyl]-3-yl)-5-chloropyrimidin-2-yl)amino)piperidine-1-carbonyl)piperidin-1-yl)acetyl)piperidin-4-yl)oxy)-1-oxoisoindolin-2-yl)piperidine-2,6-dione